3-(difluoromethyl)-N-[7-fluoro-1,1,3-trimethyl-2,3-dihydro-1H-inden-4-yl]-1-methyl-1H-pyrazole-4-carboxamide FC(C1=NN(C=C1C(=O)NC1=C2C(CC(C2=C(C=C1)F)(C)C)C)C)F